1-(heptadecan-9-yl) 15-(3-heptyldecyl) 8-((2-oxaspiro[3.3]heptan-6-yl)amino)pentadecanedioate C1OCC12CC(C2)NC(CCCCCCC(=O)OC(CCCCCCCC)CCCCCCCC)CCCCCCC(=O)OCCC(CCCCCCC)CCCCCCC